[Cl-].CCCCC(CCCC)C1=C(C(=CC=C1)C(CCCC)CCCC)N1C=[N+](C=C1)C1=C(C=CC=C1C(CCCC)CCCC)C(CCCC)CCCC 1,3-Bis[2,6-di(nonan-5-yl)phenyl]imidazolium chloride